C1(CCCC1)C(CC#N)NCC=1C=C2C=CC(N(C2=CC1)C=1C2=C(N=CN1)NC=C2)=O 3-cyclopentyl-3-(((2-oxo-1-(7H-pyrrolo[2,3-d]pyrimidin-4-yl)-1,2-dihydroquinolin-6-yl)methyl)amino)propionitrile